(2S,3R)-2-((((9H-fluoren-9-yl)methoxy)carbonyl)amino)-3-(4-(tert-butoxy)phenyl)butanoic acid C1=CC=CC=2C3=CC=CC=C3C(C12)COC(=O)N[C@H](C(=O)O)[C@H](C)C1=CC=C(C=C1)OC(C)(C)C